N,N-bis[3-(methylamino)-propyl]methylamine hydrochloride Cl.CNCCCN(CCCNC)C